4-(4-fluoro-3-methoxyphenyl)but-3-enoic acid FC1=C(C=C(C=C1)C=CCC(=O)O)OC